(S)-7-(5-benzyl-1H-1,2,4-triazole-3-carboxamido)-9-methyl-8-oxo-6,7,8,9-tetrahydro-5H-pyrido[2,3-b]azepin-2-yl trifluoromethanesulfonate FC(S(=O)(=O)OC=1C=CC2=C(N(C([C@H](CC2)NC(=O)C2=NNC(=N2)CC2=CC=CC=C2)=O)C)N1)(F)F